C(C)(C)(C)OC(=O)C1=CC=C(C=C1)C1=CC=C(C=C1)C1=N[C@H](C=2N(C3=C1C(=C(S3)C)C)C(=NN2)C)CC(=O)OC 4'-[(6S)-6-(2-methoxy-2-oxoethyl)-2,3,9-trimethyl-6H-thieno[3,2-f][1,2,4]triazolo[4,3-a][1,4]diazepin-4-yl][1,1'-biphenyl]-4-carboxylic acid tert-butyl ester